ClC=1C=C(C=CC1Cl)N1CC(N(CC1)C(=O)C1=CC(NC2=CC=CC=C12)=O)C 4-(4-(3,4-dichlorophenyl)-2-methylpiperazine-1-carbonyl)quinolin-2(1H)-one